(2R,4R,5R)-5-(2-amino-2-oxoethyl)-2-(tert-butyl)-3-formyl-1,3-selenazolidine-4-carboxylic acid methyl ester COC(=O)[C@H]1N([C@H]([Se][C@@H]1CC(=O)N)C(C)(C)C)C=O